tert-butyl 2-(3-nitropyridin-2-yl)hydrazine-1-carboxylate [N+](=O)([O-])C=1C(=NC=CC1)NNC(=O)OC(C)(C)C